6'-(((S,3S)-3-((6-(difluoromethoxy)-1,2,4-triazin-3-yl)amino)cyclopentyl)amino)-2H-[1,3'-bipyridinyl]-2-one FC(OC1=CN=C(N=N1)N[C@@H]1C[C@H](CC1)NC1=CC=C(C=N1)N1C(C=CC=C1)=O)F